2,2-dimethyl-1,3-bis(trimethylsilyl)-1,3-diaza-2-silacyclopentane C[Si]1(N(CCN1[Si](C)(C)C)[Si](C)(C)C)C